3-methoxybenzeneacethydrazide COC=1C=C(C=CC1)CC(=O)NN